BrC=1C=2N(C3=CC=CC=C3C1)C(=CC2C(=O)OCC)C(C2=CC=C(C=C2)OC)=O Ethyl 4-bromo-1-(4-methoxybenzoyl)pyrrolo[1,2-a]quinoline-3-carboxylate